1-(4,6-dimethoxypyrimidin-2-yl)-3-(3-trifluoromethyl-2-pyridylsulfonyl)urea COC1=NC(=NC(=C1)OC)NC(=O)NS(=O)(=O)C1=NC=CC=C1C(F)(F)F